NC(C(=O)O)C(CC)C alpha-amino-beta-methyl-valeric acid